S1(CCCCC1)(=N)=O hexahydro-1λ4-thiopyran-1-imine 1-oxide